2-(2-{[6-(3-Chloro-2-methylphenoxy)-5-fluoropyrimidin-4-yl]oxy}phenyl)-2-(methoxyimino)-N-methylacetamid ClC=1C(=C(OC2=C(C(=NC=N2)OC2=C(C=CC=C2)C(C(=O)NC)=NOC)F)C=CC1)C